N-(5-((4-(1-Cyclopropyl-1H-indol-3-yl)-5-(prop-1-yn-1-yl)pyrimidin-2-yl)amino)-2-((1S,4S)-5-cyclopropyl-2,5-diazabicyclo[2.2.1]heptan-2-yl)-4-methoxyphenyl)acrylamide C1(CC1)N1C=C(C2=CC=CC=C12)C1=NC(=NC=C1C#CC)NC=1C(=CC(=C(C1)NC(C=C)=O)N1[C@@H]2CN([C@H](C1)C2)C2CC2)OC